(R)-5-(4-cyanophenyl)-2-(4,4-difluoroazepan-1-yl)-4-methyl-N-(3-(S-methylsulfonimidoyl)phenyl)-6-(trifluoromethyl)nicotinamide C(#N)C1=CC=C(C=C1)C=1C(=NC(=C(C(=O)NC2=CC(=CC=C2)[S@@](=O)(=N)C)C1C)N1CCC(CCC1)(F)F)C(F)(F)F